3-(2,2,2-trifluoroethylidene)-N-((R)-1-(naphthalen-1-yl)ethyl)pyrrolidone FC(C=C1C(N(CC1)[C@H](C)C1=CC=CC2=CC=CC=C12)=O)(F)F